C(C)(C)(C)[P@@](C)CO (R)-tert-butyl(hydroxymethyl)methyl-phosphine